4-chloro-2-(4-fluorobenzyl)-6-methylthieno[2,3-d]pyrimidine ClC=1C2=C(N=C(N1)CC1=CC=C(C=C1)F)SC(=C2)C